OC1=CC=2C3(C)C(C)C(CC2C=C1)N(CC=C(C)C)CC3 pentazocin